5-chloro-3-(2-(4-(4-chlorophenyl)-2,2-dimethylpiperazin-1-yl)-2-oxoethyl)-1H-indole-2-carboxylic acid ClC=1C=C2C(=C(NC2=CC1)C(=O)O)CC(=O)N1C(CN(CC1)C1=CC=C(C=C1)Cl)(C)C